[5-[2-[2-[[2-(dimethylamino)acetyl]amino]ethyldisulfanyl]ethylamino]-5-oxo-4-[(2,2,2-trifluoroacetyl)ammonio]pentyl]-(2,2,2-trifluoroacetyl)ammonium CN(CC(=O)NCCSSCCNC(C(CCC[NH2+]C(C(F)(F)F)=O)[NH2+]C(C(F)(F)F)=O)=O)C